FC(C1=CC=2C=CC=C(C2C=C1)B(O)O)F 2-(DIFLUOROMETHYL)NAPHTHALENE-5-BORONIC ACID